3-(4-(methylamino)-7H-pyrrolo[2,3-d]pyrimidin-7-yl)-5-((3-((phenethylamino)methyl)cyclobutyl)methyl)cyclopentane-1,2-diol CNC=1C2=C(N=CN1)N(C=C2)C2C(C(C(C2)CC2CC(C2)CNCCC2=CC=CC=C2)O)O